3-{4-[(2S)-2-(trifluoromethoxy)propoxy]-1H-pyrazol-1-yl}bicyclo[1.1.1]pentan-1-amine FC(O[C@H](COC=1C=NN(C1)C12CC(C1)(C2)N)C)(F)F